(R)-hydroxycholesterol OC[C@H](C)CCC[C@@H](C)[C@H]1CC[C@H]2[C@@H]3CC=C4C[C@@H](O)CC[C@]4(C)[C@H]3CC[C@]12C